5,5'-(1,2-phenylene)bis(2,2-dimethylvaleric acid) C1(=C(C=CC=C1)CCCC(C(=O)O)(C)C)CCCC(C(=O)O)(C)C